(R)-tert-butyl (8-(6-(2,3-dichlorophenyl)-2-(hydroxymethyl)-5-methylpyridin-3-yl)-8-azaspiro[4.5]decan-1-yl)carbamate ClC1=C(C=CC=C1Cl)C1=C(C=C(C(=N1)CO)N1CCC2(CCC[C@H]2NC(OC(C)(C)C)=O)CC1)C